Cl.C1C(=CCN2CCCCC12)N1C=CC2=CC=CC=C12 (1,4,5,6,7,8,9-heptahydroquinolizin-2-yl)-1H-indole hydrochloride